1,2,3,5-tetra-O-acetyl-D-xylofuranose CC(=O)OC[C@@H]1[C@@H]([C@H](C(O1)OC(=O)C)OC(=O)C)OC(=O)C